4,6-dihydroxyl-2-oxo-1,2,3,4-tetrahydroquinoline-4-carboxylic acid OC1(CC(NC2=CC=C(C=C12)O)=O)C(=O)O